tert-butyl (5-iodopyrazin-2-yl)carbamate IC=1N=CC(=NC1)NC(OC(C)(C)C)=O